8-chloro-4-(((S)-2-cyano-1-phenylethyl)amino)-6-(((S)-(1-cyclopropyl-1H-1,2,3-triazol-4-yl)(6-fluoropyridin-3-yl)methyl-d)amino)quinoline-3-carbonitrile ClC=1C=C(C=C2C(=C(C=NC12)C#N)N[C@@H](CC#N)C1=CC=CC=C1)N[C@@]([2H])(C=1C=NC(=CC1)F)C=1N=NN(C1)C1CC1